5-bromo-2,3-dihydro-1-benzofuran-7-carboxylic acid BrC=1C=C(C2=C(CCO2)C1)C(=O)O